(5E)-5-[(R)-tert-butylsulfinyl]imino-3-methyl-spiro[7H-cyclopenta[c]pyridine-6,4'-piperidine]-1'-carboxylic acid tert-butyl ester C(C)(C)(C)OC(=O)N1CCC2(CC1)\C(\C1=C(C=NC(=C1)C)C2)=N/[S@](=O)C(C)(C)C